1-hydroxybutyl-3-hexadecylimidazole OC(CCC)C1=NC=CN1CCCCCCCCCCCCCCCC